6-bromo-1,1-dinonyloxy-hexane BrCCCCCC(OCCCCCCCCC)OCCCCCCCCC